NC(CC[C@H]1CC(N(C1)C(=O)OC(C)(C)C)(C)C)C1=NC(=CC=C1)Br tert-butyl (4S)-4-[3-amino-3-(6-bromo-2-pyridyl)propyl]-2,2-dimethyl-pyrrolidine-1-carboxylate